(R)-3-amino-1-(2-fluoro-5-((2-propylpentyl)oxy)phenyl)propan-1-ol NCC[C@@H](O)C1=C(C=CC(=C1)OCC(CCC)CCC)F